N1=CC=CC2=C1N(C1=CC=CC=C21)CC(=O)N 2-(9H-pyrido[2,3-b]indol-9-yl)acetamide